CS(=O)(=O)CCNC(=O)C1=CC2=C(N=CN2)C=C1 benzoimidazole-5-carboxylic acid (2-methanesulfonyl-ethyl)-amide